CN(C1=CC=C(C(=O)C2=CC=CC=C2)C=C1)C 4-(dimethylamino)-benzophenone